FC(N1N=CC(=C1)NCC1=C(C=C(C=C1)C(F)(F)F)F)F 1-(difluoromethyl)-N-(2-fluoro-4-(trifluoromethyl)benzyl)-1H-pyrazol-4-amine